OCCN1CCN(CC1)CCONC(=O)C1=CC=C(C=C1)N\C(=C\1/C(NC2=CC(=C(C=C12)C)C(=O)OC)=O)\C1=CC=CC=C1 (Z)-Methyl 3-(((4-((2-(4-(2-hydroxyethyl)piperazin-1-yl)ethoxy)carbamoyl)phenyl)amino)(phenyl)methylene)-5-methyl-2-oxoindoline-6-carboxylate